1-(7-(ethylamino)-1,1-dimethyl-3,4-dihydroisoquinolin-2(1H)-yl)-2,2,2-trifluoroethan-1-one C(C)NC1=CC=C2CCN(C(C2=C1)(C)C)C(C(F)(F)F)=O